O[C@@H]1[C@H](O[C@H]([C@@H]1O)N1C=CC2=C1N=CN=C2C)[C@@H](C2=CC=1CC(C1C=C2)(C#N)C)O 3-((R)-((2R,3S,4R,5R)-3,4-dihydroxy-5-(4-methyl-7H-pyrrolo[2,3-d]pyrimidin-7-yl)tetrahydrofuran-2-yl)(hydroxy)methyl)-7-methylbicyclo[4.2.0]octa-1(6),2,4-triene-7-carbonitrile